4-(3'-ethoxy-4'-(methylthio)-[1,1'-biphenyl]-3-yl)-1,2-oxaborolan-2-ol C(C)OC=1C=C(C=CC1SC)C1=CC(=CC=C1)C1CB(OC1)O